(R)-2-((1-(2-cyano-3-(3-(2-cyano-propan-2-yl)phenyl)-7-methylquinoxalin-5-yl)ethyl)amino)benzoic acid C(#N)C1=NC2=CC(=CC(=C2N=C1C1=CC(=CC=C1)C(C)(C)C#N)[C@@H](C)NC1=C(C(=O)O)C=CC=C1)C